C1(=CC=CC=C1)C=1C=CC=2N(C3=CC=C(C=C3C2C1)C1=CC=CC=C1)C1=CC=C(C=C1)C1=C(C(=CC=C1C1=NC2=C(N1C1=CC=CC=C1)C=CC=C2)C#N)C2=CC=C(C=C2)N2C1=CC=C(C=C1C=1C=C(C=CC21)C2=CC=CC=C2)C2=CC=CC=C2 4,4''-bis(3,6-diphenyl-9H-carbazol-9-yl)-6'-(1-phenyl-1H-benzo[d]imidazol-2-yl)-[1,1':2',1''-terphenyl]-3'-carbonitrile